8-((2-chlorothiazol-5-yl)methyl)-3-(2,2-difluoroethyl)pyrido[2,3-d]pyrimidine-2,4(3H,8H)-dione ClC=1SC(=CN1)CN1C=CC=C2C1=NC(N(C2=O)CC(F)F)=O